COC=1C(=CC(=C(C1)N1CCC(CC1)CN1CCN(CC1)C=1C=CC(=NC1)C(=O)O)C=1C=NN(C1)C)[N+](=O)[O-] 5-(4-((1-(5-methoxy-2-(1-methyl-1H-pyrazol-4-yl)-4-nitrophenyl)piperidine-4-yl)methyl)piperazin-1-yl)picolinic acid